ClC1=CC=C(C=C1)N1C2=NC(=NC(=C2N=C1C=1C=CC(=NC1)C#N)N1CC(C1)(C)O)OCC(C)(C)O 5-[9-(4-chlorophenyl)-6-(3-hydroxy-3-methyl-azetidin-1-yl)-2-(2-hydroxy-2-methyl-propoxy)purin-8-yl]pyridine-2-carbonitrile